BrC1=CC=C(C=C1)N1CCC(CC1)C(OC)OC 1-(4-bromophenyl)-4-dimethoxymethylpiperidine